C(=O)[O-].[U+2](=O)=O.C(=O)[O-] uranyl format